ClC=1C=C(NC2(CCC3(C(=CC4=CC=CC=C34)CC3CCN(CC3)C(=O)OC(C)(C)C)CC2)C(=O)OC)C=CC1 tert-butyl 4-{[(1r,4r)-4-(3-chloroanilino)-4-(methoxycarbonyl)spiro[cyclohexane-1,1'-inden]-2'-yl]methyl}piperidine-1-carboxylate